1-[(2R,3S,4S,5R)-4-[(tert-butyldimethylsilyl)oxy]-5-(hydroxymethyl)-3-methyloxolan-2-yl]-3H-pyrimidine-2,4-dione [Si](C)(C)(C(C)(C)C)O[C@H]1[C@@H]([C@@H](O[C@@H]1CO)N1C(NC(C=C1)=O)=O)C